N1=CC=CC=2CC(CCC12)C(=O)[O-] 5,6,7,8-tetrahydroquinoline-6-carboxylate